C(=O)O.FC1=C(C=C(C=C1)F)C1=C(C(=NC=C1)C1(OCCCC1)C)NC(=O)C=1C=NC(=NC1)C(C)C N-(4-(2,5-difluorophenyl)-2-(2-methyltetrahydro-2H-pyran-2-yl)pyridin-3-yl)-2-isopropylpyrimidine-5-carboxamide formic acid salt